FC(C(=O)O)(F)F.FC=1C=CC(=NC1)CN1CCN(CC1)C1=CC=C(C=N1)C=1C=2N(C=C(C1)OCCO)N=CC2C#N 4-(6-(4-((5-fluoropyridin-2-yl)methyl)piperazin-1-yl)pyridin-3-yl)-6-(2-hydroxyethoxy)pyrazolo[1,5-a]pyridine-3-carbonitrile 2,2,2-trifluoroacetate